COCCCN1N=C(C=C1)C 1-(3-methoxypropyl)-3-methyl-1H-pyrazole